OC[C@@H]1CNCC[C@@H]1NC(OCC1=CC=CC=C1)=O benzyl (cis-3-(hydroxymethyl)piperidin-4-yl)carbamate